Cl.FC(C1=CC=C(C=C1)CCN)(F)F para-trifluoromethylphenylethylamine hydrochloride